S-methyl (1-(benzo[d][1,3]dioxol-5-yl)propan-2-yl)carbamothioate O1COC2=C1C=CC(=C2)CC(C)NC(SC)=O